(E)-3-(6-amino-pyridin-3-yl)-N-((5-(4-(4,4-difluoro-piperidine-1-carbonyl)phenyl)-7-(4-methyl-pyridin-3-yl)benzofuran-2-yl)methyl)acrylamide NC1=CC=C(C=N1)/C=C/C(=O)NCC=1OC2=C(C1)C=C(C=C2C=2C=NC=CC2C)C2=CC=C(C=C2)C(=O)N2CCC(CC2)(F)F